N,4-dimethyl-N-phenyl-benzamide 2-phenyl-1H-indol-5-carboxylate C1(=CC=CC=C1)C=1NC2=CC=C(C=C2C1)C(=O)O.CN(C(C1=CC=C(C=C1)C)=O)C1=CC=CC=C1